BrC=1C=CC(=NC1)OC1CC(C1)OC(C)O [3-[(5-bromo-2-pyridinyl)oxy]cyclobutoxy]ethanol